C1(CC1)N1N=C(C=C1)CNC1=CC(=NC=2N1N=CC2C(C)C)N2CC(N(CC2)C)CCO 2-(4-(7-(((1-Cyclopropyl-1H-pyrazol-3-yl)methyl)amino)-3-isopropyl-pyrazolo[1,5-a]pyrimidin-5-yl)-1-methylpiperazin-2-yl)ethan-1-ol